FC=1C=2N(C=CC1)N=C(C2)[C@H]2N(CCC1=C2N=CN1)C(=O)C=1OC(=NN1)C1=NC=C(C=C1)F (S)-(4-(4-fluoropyrazolo[1,5-a]pyridin-2-yl)-6,7-dihydro-1H-imidazo[4,5-c]pyridin-5(4H)-yl)(5-(5-fluoropyridin-2-yl)-1,3,4-oxadiazol-2-yl)methanone